CC=1C=C(C=C(C1O)C)S(=O)(=O)C1=CC(=C(C(=C1)C)O)C bis-(3,5-dimethyl-4-hydroxyphenyl)sulfone